Cl.N[C@@H](CC(=O)OC)C1=NC(=CC(=C1)C1=C(C=CC=C1C)C)C(F)(F)F methyl (S)-3-amino-3-(4-(2,6-dimethylphenyl)-6-(trifluoromethyl)pyridin-2-yl)propanoate hydrochloride